COC=1C=C(C=CC1OC)[C@@](C#N)(CCCN(C)CCC1=CC(=C(C=C1)OC)OC)C(C)C |r| (RS)-2-(3,4-dimethoxyphenyl)-5-{[2-(3,4-dimethoxyphenyl)ethyl]-(methyl)amino}-2-propan-2-yl-valeronitrile